N1=C(C=CC=C1)C(=O)OC1=CC=C(C=C1F)F 2-(4',6'-difluorophenyl) picolinate